2-[(5-fluoro-2-pyridinyl)oxymethyl]-6-[4-fluoro-2-(trifluoromethyl)phenyl]imidazo[1,2-a]pyrimidine FC=1C=CC(=NC1)OCC=1N=C2N(C=C(C=N2)C2=C(C=C(C=C2)F)C(F)(F)F)C1